4-(3,8-diazabicyclo[3.2.1]-octan-3-yl)-6-chloro-8-fluoro-7-(7-fluoro-3-iodo-1H-indazol-4-yl)-2-(((2R,7aS)-2-fluorotetra-hydro-1H-pyrrolizin-7a(5H)-yl)methoxy)quinazoline C12CN(CC(CC1)N2)C2=NC(=NC1=C(C(=C(C=C21)Cl)C2=C1C(=NNC1=C(C=C2)F)I)F)OC[C@]21CCCN1C[C@@H](C2)F